C(CC)N1C(=NN=C1)C1=CC=CC(=N1)N1CC=2C=NC=CC2C1=O 2-[6-(4-propyl-4H-1,2,4-triazol-3-yl)-pyridin-2-yl]-2,3-dihydro-1H-pyrrolo[3,4-c]pyridin-1-one